2,4-difluoropyrimidine FC1=NC=CC(=N1)F